C#CC(C)C isopentyne